[N+](=O)([O-])C1=C(N2C(N=N1)=C(C=N2)C2=NN=NN2)[NH3+] 3-nitro-8-(tetrazol-5-yl)pyrazolo[5,1-c][1,2,4]triazin-4-aminium